4-(((1R,2S)-2-cyanocyclopentyl)amino)-3-methoxy-N-(5-(5-methyl-1H-pyrazol-1-yl)-1,3,4-thiadiazol-2-yl)-2-oxo-2H-pyran-6-carboxamide C(#N)[C@@H]1[C@@H](CCC1)NC1=C(C(OC(=C1)C(=O)NC=1SC(=NN1)N1N=CC=C1C)=O)OC